CC=1C(=NC(=CC1)C)C1=CC=C(C=C1)C1=NNC2=NC=C(C=C21)C=2C=CC1=C(CC[C@H](CC1)N[C@@H]1COCCC1)C2 (3S)-N-[(7S)-2-{3-[4-(3,6-Dimethylpyridin-2-yl)phenyl]-1H-pyrazolo[3,4-b]pyridin-5-yl}-6,7,8,9-tetrahydro-5H-benzo[7]annulen-7-yl]oxan-3-amine